chloro-5-((1S,2R)-2-methylcyclopropyl)-1-((2-(trimethylsilyl)ethoxy)methyl)-1H-indazol-4-ol ClC1=NN(C=2C=CC(=C(C12)O)[C@@H]1[C@@H](C1)C)COCC[Si](C)(C)C